FC1(C2CN(CC12)C1=CC=C(C(=N1)C)CNC1=CC(=NC(=N1)C)NC(=O)C1C(C1)C1=NC=CC(=N1)C)F N-(6-(((6-(6,6-difluoro-3-azabicyclo[3.1.0]hexan-3-yl)-2-methylpyridin-3-yl)methyl)amino)-2-methylpyrimidin-4-yl)-2-(4-methylpyrimidin-2-yl)cyclopropane-1-carboxamide